(S)-1-cyano-N-(5-(pyridin-3-yl)thiazol-2-yl)pyrrolidine-3-carboxamide tert-butyl-(1R,5S)-7-(hydroxymethyl)-7-methyl-3-oxa-9-azabicyclo[3.3.1]nonane-9-carboxylate C(C)(C)(C)OC(=O)N1[C@H]2COC[C@@H]1CC(C2)(C)CO.C(#N)N2C[C@H](CC2)C(=O)NC=2SC(=CN2)C=2C=NC=CC2